N-methylpiperidine-2-carboxamide CNC(=O)C1NCCCC1